3-(5-amino-2-((2-fluoro-6-(((1-methyl-2-oxopyrrolidin-3-yl)amino)methyl)phenyl)(hydroxy)methyl)-[1,2,4]triazolo[1,5-c]pyrimidin-7-yl)-2-fluorobenzonitrile NC1=NC(=CC=2N1N=C(N2)C(O)C2=C(C=CC=C2CNC2C(N(CC2)C)=O)F)C=2C(=C(C#N)C=CC2)F